4-methoxy-6-(6-(piperazin-1-yl)pyridazin-3-yl)pyrazolo[1,5-a]pyridine-3-carbonitrile COC=1C=2N(C=C(C1)C=1N=NC(=CC1)N1CCNCC1)N=CC2C#N